C(=O)(OC(C)(C)C)C([C@H](O)N)C[C@@H]1C(NCC1)=O (S)-2-BOC-amino-3-((S)-2-oxopyrrolidin-3-yl)-1-propanol